F[C@@H]1[C@H](C1)C(=O)O |r| rac-(1R,2S)-2-fluorocyclopropane-1-carboxylic acid